BrC=1C=NC=CC1[C@@H](CC\C=C/C)N[S@@](=O)C(C)(C)C (S)-N-((R,Z)-1-(3-bromopyridin-4-yl)hex-4-en-1-yl)-2-methylpropan-2-sulfinamide